OC(C)(C)C=1C=CC(=C(C1)C=1C2=C(C(N(C1)C)=O)NC=C2)OC2CC(C2)N(CCN2CCNCC2)C 4-[5-(1-hydroxy-1-methyl-ethyl)-2-[3-[methyl(2-piperazin-1-ylethyl)amino]cyclobutoxy]phenyl]-6-methyl-1H-pyrrolo[2,3-c]pyridin-7-one